COCC(=O)C=1C(=NC(=CC1)N1C=NC2=C1C=CC(=C2)NC=2N=NC(=CC2)C)N2N=C(C=C2C)C#N 1-[3-(2-methoxyacetyl)-6-[5-[(6-methylpyridazin-3-yl)amino]benzimidazol-1-yl]-2-pyridinyl]-5-methyl-pyrazole-3-carbonitrile